(3-(4-heptyl) phenyl-3-hydroxypropyl) dimethylammoniopropanesulfonate C[NH+](C)C(CC)S(=O)(=O)OCCC(O)C1=CC(=CC=C1)C(CCC)CCC